ClC1=C(C(=CC=C1)Cl)SC=1C(N(C(C1)=O)CC1CCOCC1)=O 3-((2,6-dichlorophenyl)thio)-1-((tetrahydro-2H-pyran-4-yl)methyl)-1H-pyrrole-2,5-dione